CN1N=CC(=C1)C1=NC=2C(=NC=CC2C=2C=CC3=C(OCCC[C@H]3NC(=O)C3=NOC(=N3)C(C)(C)C)C2)N1 5-tert-Butyl-[1,2,4]oxadiazole-3-carboxylic acid {(R)-8-[2-(1-methyl-1H-pyrazol-4-yl)-3H-imidazo[4,5-b]pyridin-7-yl]-2,3,4,5-tetrahydro-benzo[b]oxepin-5-yl}-amide